1,4-dimethoxy-2-naphthalenealdehyde COC1=C(C=C(C2=CC=CC=C12)OC)C=O